(S)-4-(7-benzyl-3-cyano-1-(((S)-1-methylpyrrolidin-2-yl)methyl)-2-oxo-1,2,5,6,7,8-hexahydro-1,7-naphthyridin-4-yl)-3-methylpiperazine-1-carboxylic acid tert-butyl ester C(C)(C)(C)OC(=O)N1C[C@@H](N(CC1)C1=C(C(N(C=2CN(CCC12)CC1=CC=CC=C1)C[C@H]1N(CCC1)C)=O)C#N)C